5-(3-((3s,4r)-4-(3,4-difluorophenyl)-1-(2-methoxyethyl)pyrrolidin-3-yl)ureido)-4-methyl-1-phenyl-1H-pyrazole-3-carboxamide FC=1C=C(C=CC1F)[C@H]1[C@@H](CN(C1)CCOC)NC(NC1=C(C(=NN1C1=CC=CC=C1)C(=O)N)C)=O